tris(2-ethylhexyl) phosphite P(OCC(CCCC)CC)(OCC(CCCC)CC)OCC(CCCC)CC